N-(4-(2-aminothiazolo[5,4-b]pyridin-5-yl)-3-methylphenyl)-4-ethoxy-1-(4-Fluorophenyl)-2-oxo-1,2-dihydropyridine-3-carboxamide NC=1SC2=NC(=CC=C2N1)C1=C(C=C(C=C1)NC(=O)C=1C(N(C=CC1OCC)C1=CC=C(C=C1)F)=O)C